(3S,8S,9S,10R,13R,14S,17R)-10,13-dimethyl-17-((R)-4-(5-methylpyridin-2-yl)butan-2-yl)-2,3,4,7,8,9,10,11,12,13,14,15,16,17-tetradecahydro-1H-cyclopenta[a]phenanthren-3-ol C[C@]12[C@H]3CC[C@@]4([C@H](CC[C@H]4[C@@H]3CC=C2C[C@H](CC1)O)[C@H](C)CCC1=NC=C(C=C1)C)C